acryloyloxyoctyl-trimethoxysilane C(C=C)(=O)OCCCCCCCC[Si](OC)(OC)OC